NC1=CC(=NN1C1=CC=CC=C1)C1=CC=C(C=C1)O 4-(5-amino-1-phenyl-1H-pyrazol-3-yl)phenol